C1C(CC2=CC=CC=C12)NC1=NC=C(C=N1)C=1N=CN(C1)CC(=O)N1CC2=C(CC1)NN=N2 2-(4-{2-[(2,3-dihydro-1H-inden-2-yl)amino]pyrimidin-5-yl}-1H-imidazol-1-yl)-1-{1H,4H,5H,6H,7H-[1,2,3]triazolo[4,5-c]pyridin-5-yl}ethan-1-one